FC1=C(C(=CC(=C1)CN1CCN(CC1)C)O)N1CC(NS1(=O)=O)=O 5-[2-fluoro-6-hydroxy-4-[(4-methylpiperazin-1-yl)methyl]phenyl]-1,1-dioxo-1,2,5-thiadiazolidin-3-one